[Pd].C(CC)C1=CC=C(C=C1)C#CC1=C(C=C(C(=C1)F)C#CC)F 1-((4-n-propylphenyl)ethynyl)-2,5-difluoro-4-(1-propynyl)benzene Palladium